6-(3-bromo-phenyl)-2-methyl-nicotinic acid methyl ester COC(C1=C(N=C(C=C1)C1=CC(=CC=C1)Br)C)=O